C(C)(=O)OC1=C(C=C(C=C1)\C=C\C(=O)OC1=CC(=CC=C1)[N+](=O)[O-])OC(C)=O (E)-4-(3-(3-nitrophenoxy)-3-oxoprop-1-en-1-yl)-1,2-phenylene diacetate